ClC1=C(C=C(C=C1)C1=CN(C2=NC(=CC=C21)C(=O)N)CC2=NC(=CC=C2)OC)F 3-(4-chloro-3-fluorophenyl)-1-((6-methoxypyridin-2-yl)methyl)-1H-pyrrolo[2,3-b]pyridine-6-carboxamide